2-(thiophene-2-yl)thiazole S1C(=CC=C1)C=1SC=CN1